N-(bromoacetyl)-N-isobutylglycine tert-butyl ester C(C)(C)(C)OC(CN(CC(C)C)C(CBr)=O)=O